7-methoxy-2-(2-(piperazin-1-yl)benzyl)pyrazolo[1,5-c]quinazolin-5-amine COC1=CC=CC=2C=3N(C(=NC12)N)N=C(C3)CC3=C(C=CC=C3)N3CCNCC3